FC1=C(C=CC(=C1)F)NC1=NC=NC2=CC=C(C=C12)C1=CNC2=NC=CC=C21 N-(2,4-difluorophenyl)-6-(1H-pyrrolo[2,3-b]pyridin-3-yl)quinazolin-4-amine